(R)-N-(4-Cyanobenzyl)-6-((1-((1-(1-fluoro-2-hydroxyethoxy)-2-methylpropan-2-yl)sulfonyl)cyclopropyl)methyl)-1-methyl-7-oxo-4,5,6,7-tetrahydro-1H-pyrazolo[3,4-c]pyridine-3-carboxamide C(#N)C1=CC=C(CNC(=O)C2=NN(C=3C(N(CCC32)CC3(CC3)S(=O)(=O)C(CO[C@@H](CO)F)(C)C)=O)C)C=C1